CC1=CC[C@@H](CC1)C(CC1C(CCC1)=COCCC1=CC=CC=C1)C (2-((2-(2-((R)-4-methylcyclohex-3-en-1-yl)propyl)cyclopentylidene)methoxy)ethyl)benzene